4'-{[(3S)-3-methyl-1-{[4-(propan-2-yl)phenyl]carbamoyl}-D-prolyl]amino}[1,1-biphenyl]-4-carboxylic acid C[C@@H]1[C@@H](N(CC1)C(NC1=CC=C(C=C1)C(C)C)=O)C(=O)NC1=CC=C(C=C1)C1=CC=C(C=C1)C(=O)O